mono-urethane monomethacrylate C(C(=C)C)(=O)O.NC(=O)OCC